Diaminoethyl alcohol NC(CO)N